C1=CC=CC=2OPOC3=C(C21)C=CC=C3 6H-dibenzo[d,f][1,3,2]dioxaphosphepin